CC1=CNC=2N=CN=C(C21)N2CCSC(=C2)C=2C=NN(C2)CCO 2-(4-(4-(5-methyl-7H-pyrrolo[2,3-d]pyrimidin-4-yl)-3,4-dihydro-2H-1,4-thiazin-6-yl)-1H-pyrazol-1-yl)ethan-1-ol